FC(C1=CC2=C(OCC3=C(N2CCCNC/C=C/C(=O)OCC)C=CC=C3)C=C1)(F)F ethyl (E)-4-{3-[7-(trifluoromethyl)dibenzo[b,e][1,4]oxazepin-5(11H)-yl]propylamino}but-2-enoate